9-(3,4,5-trichlorophenyl)-9H-carbazole ClC=1C=C(C=C(C1Cl)Cl)N1C2=CC=CC=C2C=2C=CC=CC12